4-(4-chloro-3-(cyclopropylmethoxy)phenyl)-1H-1,2,3-triazole-5-carboxylic acid ClC1=C(C=C(C=C1)C=1N=NNC1C(=O)O)OCC1CC1